ClC1=NC=C(C(=N1)C=1C=NN(C1)CC(F)F)C(F)(F)F 2-chloro-4-(1-(2,2-difluoroethyl)-1H-pyrazol-4-yl)-5-(trifluoromethyl)pyrimidine